2-amino-3,5-dichlorobenzoyl-methylamine NC1=C(C(=O)NC)C=C(C=C1Cl)Cl